ClC1=C(C(=O)N2CCC(CC2)C(=O)N[C@@H]2CNC[C@H]2O)C=CC(=C1)NC(=O)C=1N(C(=CN1)C1=C(C(=C(C=C1)OCF)F)Cl)C 1-[2-chloro-4-[[5-[2-chloro-3-fluoro-4-(fluoromethoxy)phenyl]-1-methyl-imidazole-2-carbonyl]amino]benzoyl]-N-[(3r,4r)-4-hydroxypyrrolidin-3-yl]piperidine-4-carboxamide